FC1([C@@H](CN2C(N(CC[C@@H]21)C2=NOC1=C2C(=C(C(=C1)COC)F)C1=C(C=C(C=C1F)F)F)=O)NS(=O)(=O)C)F N-{(4aR,6R)-5,5-difluoro-2-[5-fluoro-6-(methoxymethyl)-4-(2,4,6-trifluorophenyl)-1,2-benzoxazol-3-yl]-1-oxooctahydropyrrolo[1,2-c]pyrimidin-6-yl}methanesulfonamide